methacryloylaminopropyl-trimethylammonium chloride [Cl-].C(C(=C)C)(=O)NCCC[N+](C)(C)C